COC=1C=CC=C2C(C(NC12)=O)=O 7-methoxy-isatin